BrC1=C(C=CC(=C1)Cl)N1N=NC(=C1)COCC=1C(=C(C=CC1)C1=CC=CC=C1)C 1-(2-bromo-4-chlorophenyl)-4-(((2-methylbiphenyl-3-yl)methoxy)methyl)-1H-1,2,3-triazole